3-(4-(6-Azabicyclo[3.1.1]heptane-3-yl)-5,6-difluoro-1-oxoisoindoline-2-yl)piperidine-2,6-dione C12CC(CC(N1)C2)C2=C1CN(C(C1=CC(=C2F)F)=O)C2C(NC(CC2)=O)=O